6-(2,3-dihydrobenzofuran-5-yl)-N-(3-(4-methylpiperazin-1-yl)phenyl)-1H-indazol-3-amine O1CCC2=C1C=CC(=C2)C2=CC=C1C(=NNC1=C2)NC2=CC(=CC=C2)N2CCN(CC2)C